2-((1r,2s)-1-(2-cyanophenyl)-1-(1-(3-(dimethylamino)propyl)-1H-pyrazol-4-yl)propan-2-yl)-5-hydroxy-N-(isoxazol-4-yl)-1-methyl-6-oxo-1,6-dihydropyrimidine-4-carboxamide C(#N)C1=C(C=CC=C1)[C@@H]([C@H](C)C=1N(C(C(=C(N1)C(=O)NC=1C=NOC1)O)=O)C)C=1C=NN(C1)CCCN(C)C